2-amino-4-chloro-7H-pyrrolo[2,3-d]pyrimidine NC=1N=C(C2=C(N1)NC=C2)Cl